tert-butyl allyl xanthate O(C(=S)SCC=C)C(C)(C)C